tricosanedioic acid C(CCCCCCCCCCCCCCCCCCCCCC(=O)O)(=O)O